S1C=2N(C=C1)C=C(N2)C(=O)NN imidazo[2,1-b]thiazole-6-hydrazide